6-Hydroxy-4-(6-(6-((6-methoxypyridin-3-yl)methyl)-3,6-diazabicyclo[3.1.1]hept-3-yl)pyridin-3-yl)pyrazolo[1,5-a]pyridin OC=1C=C(C=2N(C1)N=CC2)C=2C=NC(=CC2)N2CC1N(C(C2)C1)CC=1C=NC(=CC1)OC